alpha-[p-(diethylamino)styryl]-N-(4-carboxyphenyl)nitrone methyl-2-(((4-cyano-7-(4-isopropylphenyl)-2,3-dihydrobenzofuran-5-yl)amino)methyl)acrylate COC(C(=C)CNC=1C=C(C2=C(CCO2)C1C#N)C1=CC=C(C=C1)C(C)C)=O.C(C)N(C1=CC=C(C=CC=[N+]([O-])C2=CC=C(C=C2)C(=O)O)C=C1)CC